1-[(4-methoxyphenyl)methyl]-spiro-[azetidine-3,1'-indane]-2-one COC1=CC=C(C=C1)CN1C(C2(CCC3=CC=CC=C23)C1)=O